C(C1=CC=CC=C1)C=C=C benzyl-allene